2-(4-bromonaphthalen-1-yl)pyrimidine BrC1=CC=C(C2=CC=CC=C12)C1=NC=CC=N1